4-chloro-6-(4-(methylsulfonyl)piperazin-1-yl)pyrido[2,3-d]pyrimidin-7(8H)-one ClC=1C2=C(N=CN1)NC(C(=C2)N2CCN(CC2)S(=O)(=O)C)=O